(2S,4R)-1-cyclobutyl-2-methylpiperidin C1(CCC1)N1[C@H](CCCC1)C